8-(2,4-Dichlorophenyl)-9-(2-fluoro-4-((1-(3-fluoropropyl)azetidin-3-yliden)methyl)-6-methylphenyl)-6,7-dihydro-5H-benzo[7]annulen ClC1=C(C=CC(=C1)Cl)C=1CCCC2=C(C1C1=C(C=C(C=C1C)C=C1CN(C1)CCCF)F)C=CC=C2